3-bromo-1-(3-((tert-butyldimethylsilyl)oxy)propyl)-6-chloro-1H-pyrazolo[3,4-d]pyrimidine BrC1=NN(C2=NC(=NC=C21)Cl)CCCO[Si](C)(C)C(C)(C)C